7-chloro-2-(3,5-dimethoxybenzyl)-5-(4,4,5,5-tetramethyl-1,3,2-dioxaborolan-2-yl)-3,4-dihydroisoquinolin-1(2H)-one ClC1=CC(=C2CCN(C(C2=C1)=O)CC1=CC(=CC(=C1)OC)OC)B1OC(C(O1)(C)C)(C)C